CC1=CC=C(C=N1)C=1NC(=NN1)CNC1=NC(=NC=2N1N=CC2C(F)(F)F)N2CCOCC2 N-{[5-(6-methylpyridin-3-yl)-4H-1,2,4-triazol-3-yl]methyl}-2-(morpholin-4-yl)-8-(trifluoromethyl)pyrazolo[1,5-a][1,3,5]triazin-4-amine